azido(phenoxy)phosphorus N(=[N+]=[N-])[P]OC1=CC=CC=C1